4-amino-7-fluoro-N-((4R)-8-fluoro-7-(trifluoromethyl)-3,4-dihydro-1H-2-benzopyran-4-yl)-N,1-dimethyl-1H-pyrazolo[4,3-c]quinoline-8-carboxamide NC1=NC=2C=C(C(=CC2C2=C1C=NN2C)C(=O)N(C)[C@H]2COCC1=C2C=CC(=C1F)C(F)(F)F)F